BrC1=C(C=C(C(=C1)F)C(F)(F)F)Cl 1-bromo-2-chloro-5-fluoro-4-(trifluoromethyl)benzene